4-((1R,5S)-3,8-diazabicyclo[3.2.1]octan-3-yl)-7-(5-chloro-6-methyl-1H-indazol-7-yl)-8-fluoro-2-(((2R,7aS)-2-fluorotetrahydro-1H-pyrrolizin-7a(5H)-yl)methoxy)quinazoline [C@H]12CN(C[C@H](CC1)N2)C2=NC(=NC1=C(C(=CC=C21)C=2C(=C(C=C1C=NNC21)Cl)C)F)OC[C@]21CCCN1C[C@@H](C2)F